(R,S)-3-(3-(2-bromothiazol-4-yl)phenyl)-3-hydroxy-1-methylpyrrolidin-2-one BrC=1SC=C(N1)C=1C=C(C=CC1)[C@]1(C(N(CC1)C)=O)O